[16,20-difluoro-2,3,4,5-tetrahydro-12H-13,17-(azeno)-11,7-(metheno)-1,6,12,14-benzodioxadiazacyclononadecin-9-yl]methyl((methyl)oxo-lambda6-sulfanylidene)-L-valinamide FC1=CN=C2NC=3C=C(C=C(OCCCCOC4=C(C1=N2)C=CC(=C4)F)C3)C([C@](N=S(=O)C)(C(=O)N)C)(C)C